2-(Methylamino)-4-(3,5-difluoro-4-methoxyphenyl)butanoic acid CNC(C(=O)O)CCC1=CC(=C(C(=C1)F)OC)F